ClC=1C=C2C(=CC1)NC(C21CCN(CC1)CCOC=1C=C2CCC(N(C2=CC1)CC(F)F)=O)=O 5-chloro-1'-(2-{[1-(2,2-difluoroethyl)-2-oxo-1,2,3,4-tetrahydroquinolin-6-yl]oxy}ethyl)-1,2-dihydrospiro[indole-3,4'-piperidin]-2-one